N1(N=CC=C1)C=1C=C(CN(C=2OC=C(N2)CN2CCCCC2)CC2=CC(=CC=C2)OC)C=CC1 N-(3-(1H-pyrazol-1-yl)benzyl)-N-(3-methoxybenzyl)-4-(piperidin-1-ylmethyl)oxazol-2-amine